4-[(4-{3-cyano-2-[3-(7H-pyrrolo[2,3-d]pyrimidin-4-yl)-1H-pyrrol-1-yl]-propyl}piperazin-1-yl)carbonyl]-3-fluorobenzonitrile C(#N)CC(CN1CCN(CC1)C(=O)C1=C(C=C(C#N)C=C1)F)N1C=C(C=C1)C=1C2=C(N=CN1)NC=C2